5-((6-Aminopyrimidin-4-yl)amino)-6-(4-methoxyphenyl)-2,3-diphenylpyrazolo[1,5-a]pyrimidin-7(4H)-one NC1=CC(=NC=N1)NC=1NC=2N(C(C1C1=CC=C(C=C1)OC)=O)N=C(C2C2=CC=CC=C2)C2=CC=CC=C2